2-(4-amino-3-fluorophenyl)acetic acid NC1=C(C=C(C=C1)CC(=O)O)F